CNC(=O)C1CS(CCC1)(=O)=O N-methyl-1,1-dioxo-1λ6-thiane-3-carboxamide